N-((5-(tert-butyl)-2-methoxyphenyl)sulfonyl)-6-fluoro-5-(1H-pyrazol-1-yl)quinoline-2-carboxamide C(C)(C)(C)C=1C=CC(=C(C1)S(=O)(=O)NC(=O)C1=NC2=CC=C(C(=C2C=C1)N1N=CC=C1)F)OC